(R)-2-amino-5-(3-chloro-5-fluorophenyl)-4-oxo-4,5-dihydrofuran-3-yl-5-d phenylmethanesulfonate C1(=CC=CC=C1)CS(=O)(=O)OC1=C(O[C@](C1=O)([2H])C1=CC(=CC(=C1)F)Cl)N